6-(3-amino-1H-indazol-4-yl)-N-(p-methylphenyl)-1-naphthalenecarboxamide NC1=NNC2=CC=CC(=C12)C=1C=C2C=CC=C(C2=CC1)C(=O)NC1=CC=C(C=C1)C